C(#C)C=1C(=CC=C2C=CC=C(C12)C1=C(C=2N=C(N=C(C2C=N1)N(C[C@H]1NCCCC1)C)N1CCN(CC1)C)F)F (S)-7-(8-ethynyl-7-fluoronaphthalen-1-yl)-8-fluoro-N-methyl-2-(4-methylpiperazin-1-yl)-N-(piperidin-2-ylmethyl)pyrido[4,3-d]pyrimidin-4-amine